((1r,4r)-4-(3-chloro-4-cyanophenoxy)cyclohexyl)-5-(4-formylpiperidin-1-yl)pyrimidine-2-carboxamide ClC=1C=C(OC2CCC(CC2)C2=NC(=NC=C2N2CCC(CC2)C=O)C(=O)N)C=CC1C#N